C(C1=CC=CC=C1)OC(=O)C1=C(NC2=C(C=NC(=C2C1C1=CC=C(C=2CCOC21)C#N)O)C)C 4-(4-cyano-2,3-dihydro-1-benzofuran-7-yl)-5-hydroxy-2,8-dimethyl-1,4-dihydro-1,6-Naphthyridine-3-carboxylic acid benzyl ester